COC1=CC=C2C(C3=C(C=NC=C3)SC2=C1)NC(=O)C=1C(NC(=CC1)C(F)(F)F)=O N-(8-methoxy-5H-thiochromeno[2,3-c]pyridin-5-yl)-2-oxo-6-(trifluoromethyl)-1,2-dihydropyridine-3-carboxamide